ALPHA-METHYL-D-VALINE C[C@@](N)(C(C)C)C(=O)O